C(C)OC(C(F)F)N[S@@](=O)C(C)(C)C (S)-N-(1-ethoxy-2,2-difluoroethyl)-2-methylpropane-2-sulfinamide